FC([C@@H](C1=CC=C(C=C1)F)N1N=CC(=C1)C1=C(C=C(C(=N1)C1=C(C=2N(C=C1)N=C(N2)N2C(=CC=C2C)C)C)F)F)(C)F (R)-7-(6-(1-(2,2-difluoro-1-(4-fluorophenyl)propyl)-1H-pyrazol-4-yl)-3,5-difluoropyridin-2-yl)-2-(2,5-dimethyl-1H-pyrrol-1-yl)-8-methyl-[1,2,4]triazolo[1,5-a]pyridine